OCCS(=O)(=O)O 2-hydroxyethane-1-sulfonic acid